N-(3,3-difluoro-2-hydroxypropyl)-4-methyl-benzenesulfonamide FC(C(CNS(=O)(=O)C1=CC=C(C=C1)C)O)F